NC1=CC(=C(C=C1)C=1C(=NC=C(C1)C1=CC(=C(C=C1)OC)OC)N)F 3-(4-amino-2-fluorophenyl)-5-(3,4-dimethoxyphenyl)pyridin-2-ylamine